2-(dimethylamino)-N-((1s,4s)-4-(5-ethynyl-2-((2-methoxyphenyl)amino)-7-oxopyrido[2,3-d]pyrimidin-8(7H)-yl)cyclohexyl)-N-methylacetamide CN(CC(=O)N(C)C1CCC(CC1)N1C(C=C(C2=C1N=C(N=C2)NC2=C(C=CC=C2)OC)C#C)=O)C